ClC1=NC=C(C(=C1)N1CCC(CC1)CO)I (1-(2-chloro-5-iodopyridin-4-yl)piperidin-4-yl)methanol